ClC1=NC=C(C(=C1)NCC1CCC(CC1)CO)C#CC=1C=NN(C1)CCF ((1r,4r)-4-(((2-Chloro-5-((1-(2-fluoroethyl)-1H-pyrazol-4-yl)ethynyl)pyridin-4-yl)amino)methyl)cyclohexyl)methanol